1-(4-bromophenyl)-1,4-dihydro-5H-tetrazol-5-one BrC1=CC=C(C=C1)N1N=NNC1=O